N-[4-[(6,7-Dimethoxy-1,5-naphthyridin-4-yl)oxy]-3-fluorophenyl]-4-hydroxy-2-methyl-5-thiophen-3-ylpyridine-3-carboxamide COC=1N=C2C(=CC=NC2=CC1OC)OC1=C(C=C(C=C1)NC(=O)C=1C(=NC=C(C1O)C1=CSC=C1)C)F